5-{2-amino-[1,2,4]triazolo-[1,5-a]pyridin-7-yl}-2-methoxy-6-methyl-N-{2-[3-(trifluoromethoxy)-phenyl]ethyl}pyridine-3-carboxamide NC1=NN2C(C=C(C=C2)C=2C=C(C(=NC2C)OC)C(=O)NCCC2=CC(=CC=C2)OC(F)(F)F)=N1